4-(4-(5-chloro-1-(1-(3-fluorobicyclo[1.1.1]pentan-1-yl)-1H-pyrazol-4-yl)-1H-indazol-6-yl)piperazin-1-yl)-4-methyltetrahydrofuran-3-ol ClC=1C=C2C=NN(C2=CC1N1CCN(CC1)C1(C(COC1)O)C)C=1C=NN(C1)C12CC(C1)(C2)F